2-(((5-(2H-1,2,3-triazol-2-yl)pyridin-2-yl)oxy)methyl)oxazole-4-carboxylic acid N=1N(N=CC1)C=1C=CC(=NC1)OCC=1OC=C(N1)C(=O)O